OC(C)(C)C1=CN=C(S1)S(=O)(N)=NC(NC1=C2CCCC2=CC2=C1OCC2)=O 5-(2-Hydroxypropan-2-yl)-N'-((3,5,6,7-tetrahydro-2H-indeno[5,6-b]furan-8-yl)carbamoyl)thiazole-2-sulfonimidamide